FC1=CC=C(C=C1)C(C(N1CCN(CC1)C1=CC(=CC=C1)C(F)(F)F)=O)N1C(CCC1=O)=O 1-(1-(4-Fluorophenyl)-2-Oxo-2-(4-(3-(Trifluoromethyl)Phenyl)Piperazin-1-yl)Ethyl)Pyrrolidine-2,5-Dione